C(C)(C)(C)OC(=O)NC[C@@H]([C@@H](C(=O)OC)C)C methyl (2S,3R)-4-[(tert-butoxycarbonyl)amino]-2,3-dimethylbutanoate